3-fluoro-2-{1-[5-(1H-indole-2-carbonyl)-4H,5H,6H,7H-pyrazolo[1,5-a]pyrazin-3-yl]-5-oxopyrrolidin-3-yl}benzoic Acid FC=1C(=C(C(=O)O)C=CC1)C1CN(C(C1)=O)C=1C=NN2C1CN(CC2)C(=O)C=2NC1=CC=CC=C1C2